FC=1C(=NC=CC1)SC=1C=2N(C=C(C1)C=1C=NC(=CC1)N1C[C@@H](CC1)O)N=CC2C#N (R)-4-((3-fluoropyridin-2-yl)thio)-6-(6-(3-hydroxypyrrolidin-1-yl)pyridin-3-yl)pyrazolo[1,5-a]pyridine-3-carbonitrile